C1(CC1)OC1=NC(=C(C=2N=C(N=C(C21)NCCO)OC[C@]21CCCN1C[C@@H](C2)F)F)C2=CC(=CC1=CC=C(C=C21)F)O 4-(5-cyclopropoxy-8-fluoro-2-(((2R,7aS)-2-fluorotetrahydro-1H-pyrrolizin-7a(5H)-yl)methoxy)-4-((2-hydroxyethyl)amino)pyrido[4,3-d]pyrimidin-7-yl)-6-fluoronaphthalen-2-ol